2-acetamido-N-(2-(2-methoxy-4-(trifluoromethyl)phenoxy)ethyl)isonicotinamide C(C)(=O)NC=1C=C(C(=O)NCCOC2=C(C=C(C=C2)C(F)(F)F)OC)C=CN1